P(O)(=O)(OP(=O)(O)OP(=O)(O)O)OC[C@@H]1[C@H](C[C@@H](O1)N1C(=O)N=C(NC(C)=O)C=C1)O N4-Acetyl-2'-deoxycytidine-5'-triphosphate